CC(CCC(C)C(C(C(C(=O)[O-])(C(C)CCC(C)(C)C)C(C)CCC(C)(C)C)(O)C(=O)[O-])C(=O)[O-])(C)C Tri(5,5-dimethyl-2-hexyl)citrat